OCCN1CCN(CC1)C(=O)C1=CC(=CC(=C1)NC=1N=C(C2=C(N1)NC=C2)N2OCC[C@H]2C2=CC=CC=C2)OC (S)-(4-(2-hydroxyethyl)piperazin-1-yl)(3-methoxy-5-((4-(3-phenylisoxazolidin-2-yl)-7H-pyrrolo[2,3-d]pyrimidin-2-yl)amino)phenyl)methanone